N-((S)-(7-((R)-Cyclopropyl((R*)-3-ethyl-5,5,5-trifluoropentanamido)methyl)imidazo[1,2-b]pyridazin-2-yl)(4,4-difluorocyclohexyl)methyl)-4-methyl-1,2,5-oxadiazole-3-carboxamide C1(CC1)[C@H](C1=CC=2N(N=C1)C=C(N2)[C@@H](NC(=O)C2=NON=C2C)C2CCC(CC2)(F)F)NC(C[C@H](CC(F)(F)F)CC)=O |o1:34|